7,7-dimethyl-7,8-dihydro-2H-cyclopenta[4,5]pyrrolo[1,2-d][1,2,4]triazine-1(6H)-one CC1(CC2=C(C=C3N2C=NNC3=O)C1)C